C=C1OCC(O1)C=C 2-methylene-4-vinyl-1,3-dioxolane